ClC1=CC=C(OC(C(=O)N[C@@H]2CN[C@H](CC2)C=2OC(=NN2)C2=CC=C(C=C2)C(F)(F)F)=C)C=C1 (2S)-2-(4-chlorophenoxy)-N-[(3S,6R)-6-{5-[4-(trifluoromethyl)phenyl]-1,3,4-oxadiazol-2-yl}piperidin-3-yl]propenamide